acetic acid (7-bromo-3,3,8-trimethyl-3,4-dihydro-1H-pyrido[2,3-b]pyrazin-2-ylidene)-hydrazide BrC1=C(C2=C(NC(C(N2)=NNC(C)=O)(C)C)N=C1)C